4-(5-(4-chloro-2-fluorophenyl)-2,3-dimethyl-4-oxo-3,4-dihydropyrido[4,3-d]pyrimidin-7-yl)morpholine-2-carboxylic acid ClC1=CC(=C(C=C1)C1=NC(=CC=2N=C(N(C(C21)=O)C)C)N2CC(OCC2)C(=O)O)F